COC(=O)[C@H]1NCC[C@H](C1)O.C1CCC2=CC(=CC=C12)C1=NC(=NC2=NC(=C(N=C12)C)C)[C@@H]1C[C@@H](OCC1)C=1C=NN(C1)C1CC1 4-indan-5-yl-6,7-dimethyl-2-[(2R,4S)-2-(1-cyclopropylpyrazol-4-yl)tetrahydropyran-4-yl]Pteridine methyl-(2S,4R)-4-hydroxypiperidine-2-carboxylate